ClC1=C(C(=CC(=C1)F)F)NC=1N(C2=NC(=NC=C2N1)N[C@H](CO)C)C1CCC(CC1)C(=O)N (1R,4s)-4-(8-(2-chloro-4,6-difluorophenylamino)-2-((S)-1-hydroxypropan-2-ylamino)-9H-purin-9-yl)cyclohexanecarboxamide